(2-(1-benzyl-6-methyl-2-oxo-1,2-dihydropyridin-4-yl)phenyl)phosphonic acid diethyl ester C(C)OP(OCC)(=O)C1=C(C=CC=C1)C1=CC(N(C(=C1)C)CC1=CC=CC=C1)=O